C1(CCCC1)C1=NC=C(C(=N1)OC1=CC=CC=C1)C(=O)NC\C=C\S(=O)(=O)C (E)-2-cyclopentyl-N-(3-(methylsulfonyl)allyl)-4-phenoxypyrimidine-5-carboxamide